C1NCC12CCN(CC2)C(C)=O 1-(2,7-diazaspiro[3.5]non-7-yl)ethan-1-one